C1(=CC=CC=C1)C1(C=CC2=C(O1)C=C(C1=CC=CC=C12)N1CCOCC1)C1=CC=C(C=C1)N1CCCCC1 3-phenyl-3-(4-piperidinophenyl)-6-morpholino-3H-naphtho[2,1-b]pyran